ClC1=NC2=CC=CC(=C2C(=C1)Cl)F 2,4-dichloro-5-fluoroquinoline